2-(4-isobutylphenyl)propionyl-methansulphonamide C(C(C)C)C1=CC=C(C=C1)C(C(=O)CS(=O)(=O)N)C